C1(CCCCC1)NC(=O)NC1=C(C=CC=C1)C1=CC=C2C=CN=CC2=C1 1-Cyclohexyl-3-(2-(isoquinoline-7-yl)phenyl)urea